NC1=C2N=CN(C2=NC(=N1)Cl)[C@H]1[C@H]([C@@H]([C@H](O1)COC(C(=O)O)(C(=O)O)CC1=CC=C(C=C1)O)O)F 2-(((2R,3R,4S,5R)-5-(6-amino-2-chloro-9H-purin-9-yl)-4-fluoro-3-hydroxytetrahydrofuran-2-yl)methoxy)-2-(4-hydroxybenzyl)malonic acid